([1,1'-binaphthalene]-2,2'-diylbis{oxy[3-(thianthren-1-yl)naphthalene-4,1-diyl]})dimethanol C1(=C(C=CC2=CC=CC=C12)OC1=C(C=C(C2=CC=CC=C12)CO)C1=CC=CC=2SC3=CC=CC=C3SC12)C1=C(C=CC2=CC=CC=C12)OC1=C(C=C(C2=CC=CC=C12)CO)C1=CC=CC=2SC3=CC=CC=C3SC12